(4-(1H-imidazol-1-yl)piperidin-1-yl)(6-(benzodithiazol-2-ylmethoxy)-4-(piperidine-1-carbonyl)quinolin-2-yl)methanone N1(C=NC=C1)C1CCN(CC1)C(=O)C1=NC2=CC=C(C=C2C(=C1)C(=O)N1CCCCC1)OCS1SC2=C(N1)C=CC=C2